2-mercapto-acetylmercapto-acetic acid SCC(=O)SCC(=O)O